OCCCCCC=1C=C(C=2C3[C@H](C(OC2C1)(C)C)CCC(=C3)C)O (6Ar)-3-(5-hydroxypentyl)-6,6,9-trimethyl-6a,7,8,10a-tetrahydrobenzo[c]chromen-1-ol